(S)-(2-chloro-4-((3-(1-(difluoromethyl)-3-(trifluoromethyl)-1H-pyrazol-4-yl)imidazo[1,2-a]pyrazin-8-yl)amino)phenyl)(6-prolyl-2,6-diazaspiro[3.3]heptan-2-yl)methanone ClC1=C(C=CC(=C1)NC=1C=2N(C=CN1)C(=CN2)C=2C(=NN(C2)C(F)F)C(F)(F)F)C(=O)N2CC1(C2)CN(C1)C([C@H]1NCCC1)=O